ClC=1C=C(C(=NC1)C1=NC(=CC=2N=C(N(C(C21)=O)CCC)C)N2C[C@@H](OCC2)C=2C=NN(C2)C)F 5-(5-chloro-3-fluoro-2-pyridinyl)-2-methyl-7-((2S)-2-(1-methyl-1H-pyrazol-4-yl)-4-morpholinyl)-3-propylpyrido[4,3-d]pyrimidin-4(3H)-one